BrC1=CC2=C(N=C(N=C2)O)N=C1 6-bromopyrido[2,3-d]pyrimidin-2-ol